2,2,5-trimethyl-N-pentyl-4-(1-piperidinyl)piperidine-1-carboxamide CC1(N(CC(C(C1)N1CCCCC1)C)C(=O)NCCCCC)C